C(C)(C)(C)OC(=O)N1CC2=C(N=C(N=C2NCCC2=CNC3=CC=CC=C23)C=2C=NC=C(C2)C)CC1 tert-butyl-4-((2-(1H-indol-3-yl)ethyl)amino)-2-(5-methylpyridin-3-yl)-7,8-dihydropyrido[4,3-d]pyrimidine-6(5H)-carboxylate